(S)-2-(3-fluoro-5-isopropyl-2-methoxyphenyl)-2-((R)-3-((5-(4-methoxy-5,6,7,8-tetrahydro-1,8-naphthyridin-2-yl)pentyl)oxy)pyrrolidin-1-yl)acetic acid FC=1C(=C(C=C(C1)C(C)C)[C@@H](C(=O)O)N1C[C@@H](CC1)OCCCCCC1=NC=2NCCCC2C(=C1)OC)OC